rac-N-{[4-(1,3-dimethyl-1H-pyrazol-5-yl)-2,5-dioxoimidazolidin-4-yl]methyl}-5-fluoro-4'-(trifluoromethyl)[biphenyl]-2-carboxamide CN1N=C(C=C1[C@]1(NC(NC1=O)=O)CNC(=O)C=1C(=CC(=CC1)F)C1=CC=C(C=C1)C(F)(F)F)C |r|